4-((2-cyano-4-fluorophenyl)thio)-6-(1-((S)-1-((R)-2-hydroxypropanoyl)piperidin-3-yl)-5-methyl-1H-pyrazol-4-yl)pyrazolo[1,5-a]pyridine-3-carbonitrile C(#N)C1=C(C=CC(=C1)F)SC=1C=2N(C=C(C1)C=1C=NN(C1C)[C@@H]1CN(CCC1)C([C@@H](C)O)=O)N=CC2C#N